CC1(CN2C(CO1)CCC2)C 3,3-dimethylhexahydro-1H-pyrrolo[2,1-c][1,4]oxazin